C12N(CC(NC1)CC2)C=2C1=C(N=C(N2)OCC23CCCN3CCC2)C(=C(N=C1)C=1C=C(C=CC1C(F)(F)F)O)F 3-(4-(2,5-diazabicyclo[2.2.2]octan-2-yl)-8-fluoro-2-((tetrahydro-1H-pyrrolizin-7a(5H)-yl)methoxy)pyrido[4,3-d]pyrimidin-7-yl)-4-(trifluoromethyl)phenol